(S)-4-(2-amino-3-(4-(2,2,3,3,4,4,4-heptafluorobutanamido)phenyl)propionamido)benzoic acid N[C@H](C(=O)NC1=CC=C(C(=O)O)C=C1)CC1=CC=C(C=C1)NC(C(C(C(F)(F)F)(F)F)(F)F)=O